SCCCC(CCSCCC(CCCS)S)S mono-mercaptopropyl-3-mercaptopropyl sulfide